5-methyl-1-[6-[5-[(6-methylpyridazin-3-yl)amino]benzimidazol-1-yl]-3-[rac-(2R,4R)-4-fluorooxolan-2-yl]pyridin-2-yl]pyrazole-3-carbonitrile CC1=CC(=NN1C1=NC(=CC=C1[C@@H]1OC[C@@H](C1)F)N1C=NC2=C1C=CC(=C2)NC=2N=NC(=CC2)C)C#N |r|